BrC=1C=C(C=2N(C1)N=C(C2)F)OCC2=CC=C(C=C2)OC 6-Bromo-2-fluoro-4-(4-methoxybenzyloxy)pyrazolo[1,5-a]pyridine